(R)-1-(3,3-difluoro-4-((6-fluoro-4-(methoxy-d3)-5-(1-(2,2,2-trifluoroethyl)-1H-benzo[d][1,2,3]triazol-6-yl)pyrrolo[2,1-f][1,2,4]triazin-2-yl)amino)piperidin-1-yl)-2-hydroxyethan-1-one FC1(CN(CC[C@H]1NC1=NN2C(C(=N1)OC([2H])([2H])[2H])=C(C(=C2)F)C=2C=CC1=C(N(N=N1)CC(F)(F)F)C2)C(CO)=O)F